NC1C(C2(CCC1C2(C)C)C)=O aminocamphor